1-(2-(6-amino-5-(3-fluoro-4-((4-methylpyrimidin-2-yl)oxy)phenyl)pyrimidin-4-yl)-2,7-Diazaspiro[3.5]nonan-7-yl)prop-2-en-1-one NC1=C(C(=NC=N1)N1CC2(C1)CCN(CC2)C(C=C)=O)C2=CC(=C(C=C2)OC2=NC=CC(=N2)C)F